N-((6-ethyl-1-methyl-1H-benzimidazol-7-yl)methyl)-4-methoxybenzamide C(C)C=1C=CC2=C(N(C=N2)C)C1CNC(C1=CC=C(C=C1)OC)=O